FC1=C(C=C(C=C1)F)CS(=O)(=O)NC1=C(C(=C(C=C1F)OC1=NC=CC=C1C1=NC(=NC=C1)N[C@@H]1CNC[C@H](C1)F)F)F 1-(2,5-difluorophenyl)-N-(2,3,6-trifluoro-4-((3-(2-(((3S,5S)-5-fluoropiperidin-3-yl)amino)pyrimidin-4-yl)pyridin-2-yl)oxy)phenyl)methanesulfonamide